1-(3,4,5-trihydroxyphenyl)-1-decanone oxime OC=1C=C(C=C(C1O)O)C(CCCCCCCCC)=NO